1-ethyl-2-methyl-3-octylimidazolium C(C)N1C(=[N+](C=C1)CCCCCCCC)C